C(C)(C)(C)OC(=O)N1CC(CC1)OCC(=O)OCC 3-(2-ethoxy-2-oxoethoxy)pyrrolidine-1-carboxylic acid tert-butyl ester